(3R,5S)-tert-butyl 4-(4-((2-(5-amino-1-tert-butoxy-1,5-dioxopentan-2-yl)-1-oxoisoindolin-4-yloxy)methyl)benzyl)-3,5-dimethylpiperazine-1-carboxylate NC(CCC(C(=O)OC(C)(C)C)N1C(C2=CC=CC(=C2C1)OCC1=CC=C(CN2[C@@H](CN(C[C@@H]2C)C(=O)OC(C)(C)C)C)C=C1)=O)=O